CN1[C@@H]([C@H](CC1=O)C(NCCOCC(NCCOCC(=O)OC(C)(C)C)=O)=O)C=1C=NC=CC1 tert-Butyl 1-((2S,3S)-1-methyl-5-oxo-2-(pyridin-3-yl)pyrrolidin-3-yl)-1,7-dioxo-5,11-dioxa-2,8-diazatridecan-13-oate